rac-(1S*,2S*)-2-(5-chloro-2-cyanophenyl)-N-(4-(((6-cyclopropyl-8-((2-hydroxyethoxy)methyl)imidazo[1,2-a]pyridin-2-yl)methyl)amino)pyridin-2-yl)cyclopropane-1-carboxamide ClC=1C=CC(=C(C1)[C@@H]1[C@H](C1)C(=O)NC1=NC=CC(=C1)NCC=1N=C2N(C=C(C=C2COCCO)C2CC2)C1)C#N |r|